2-((S)-2-hydroxymethyl-pyrrolidin-1-yl)-1-propyl-8-[1-(3-trifluoromethyl-benzyl)-1H-pyrazol-4-yl]-1,7-dihydro-purin-6-one OC[C@H]1N(CCC1)C=1N(C(C=2NC(=NC2N1)C=1C=NN(C1)CC1=CC(=CC=C1)C(F)(F)F)=O)CCC